5-{[(1-{[6-(4-acetylphenoxy)-2-methyl-3-pyridinyl]methyl}-4-piperidinyl)(butyl)carbamoyl]amino}-2,4-difluorobenzamide C(C)(=O)C1=CC=C(OC2=CC=C(C(=N2)C)CN2CCC(CC2)N(C(=O)NC=2C(=CC(=C(C(=O)N)C2)F)F)CCCC)C=C1